2-((5S,7S)-9-fluoro-2-methyl-3-oxo-7-phenyl-2,3,5,7-tetrahydrobenzo[5,6]oxepino[4,3-c]pyridin-5-yl)-N-ethylacetamide FC1=CC2=C(C3=CN(C(C=C3[C@@H](O[C@H]2C2=CC=CC=C2)CC(=O)NCC)=O)C)C=C1